FC1=CC=C(C=C1)C1=CN=C2N1C1=CC=CC=C1C(C2=O)=O 1-(4-fluorophenyl)imidazo[1,2-a]quinoline-4,5-dione